[Cs].O water cesium